FC(C(=O)O)(F)F.C(C)(=O)NCC1=[N+](C=CC(=C1)C1CNCCC1(F)F)[O-] 2-(acetamidomethyl)-4-(4,4-difluoropiperidin-3-yl)pyridine 1-oxide trifluoroacetic acid salt